5-ethyl-5-methyl-5,7-dihydrofuro[3,4-c]pyridazine-3-carboxylic acid methyl ester COC(=O)C1=CC2=C(N=N1)COC2(C)CC